ClC=1N=C(C2=C(N1)N=C(S2)N(C)C)C2=C(C=C(C=C2)C(F)(F)F)F 5-chloro-7-[2-fluoro-4-(trifluoromethyl)phenyl]-N,N-dimethyl-thiazolo[4,5-d]pyrimidin-2-amine